Cl.NC12CCC(CC1)(C2)CO (4-aminobicyclo[2.2.1]Hept-1-yl)methanol hydrochloride